FC1=C(C(=CC=C1)C1=NC=CC=N1)C(=O)N1[C@@H]2[C@@H](C[C@H](C1)C2)NC2=NC=C(C=C2)C(F)(F)F (2-fluoro-6-(pyrimidin-2-yl)phenyl)((1S,4S,6R)-6-((5-(trifluoromethyl)pyridin-2-yl)amino)-2-azabicyclo[2.2.1]heptan-2-yl)methanone